NC=1C=C(C(=O)NC(C)(C)C2CC2)C=C(C1)C1=CC=C(C=C1)Cl 3-amino-5-(4-chlorophenyl)-N-(2-cyclopropylpropan-2-yl)-benzamide